(R)-3-(oxetan-3-ylmethyl)-5-(4-(4,4,5,5-tetramethyl-1,3,2-dioxaborolan-2-yl)benzyl)oxazolidine-2-one O1CC(C1)CN1C(O[C@@H](C1)CC1=CC=C(C=C1)B1OC(C(O1)(C)C)(C)C)=O